Cl.Cl.Cl.N[C@H](C(=O)OCC)CC1=CC=C(C=C1)OCCCN1CCC(CC1)=C1C2=C(CCC=3C1=NC=CC3)C=C(C=C2)Cl ethyl (S)-2-amino-3-(4-(3-(4-(8-chloro-5,6-dihydro-11H-benzo[5,6]cyclohepta[1,2-b]pyridin-11-ylidene)piperidin-1-yl)propoxy)phenyl)propanoate trihydrochloride